C(C)OC=1C=C(C=CC1)C1=CC=C(C2=CC=CC=C12)C(=O)N1CCNCC1 4-[4-(3-ethoxyphenyl)naphthalene-1-carbonyl]piperazin